BrC1=CC2=C(C(=N1)NC=1C(=C(C(=C(C(=O)NC3(CC3)C(F)F)C1)C)F)F)NC=N2 5-((6-bromo-3H-imidazo[4,5-c]pyridin-4-yl)amino)-N-(1-(difluoromethyl)cyclopropyl)-3,4-difluoro-2-methylbenzamide